BrC1=CC(=CC=2C=C(OC21)F)COC2=C(C=C(C=C2)F)CC(=O)OCC ethyl 2-(2-((7-bromo-2-fluorobenzofuran-5-yl)methoxy)-5-fluorophenyl)acetate